ClC1=CC(=C(C=C1)C1=NC(=CC=2N=C(N(C(C21)=O)C)C)N2C[C@H](OCC2)C=2C=NN(C2C)C)F 5-(4-chloro-2-fluoro-phenyl)-7-((2R)-2-(1,5-dimethyl-1H-pyrazol-4-yl)-4-morpholinyl)-2,3-dimethylpyrido[4,3-d]pyrimidin-4(3H)-one